3-Hydroxypyrrolidine hydrochloride Cl.OC1CNCC1